[Na+].P(=O)(OP(=O)([O-])[O-])(OC[C@@H]1[C@H]([C@H]([C@@H](O1)N1C(=O)N=C(N)C=C1)O)O)OCC[N+](C)(C)C choline cytidine diphosphate monosodium salt